1-diisopropylamino-3-methylenepent-4-ene C(C)(C)N(CCC(C=C)=C)C(C)C